4-bromo-2-(2-methoxyethyl)pyrazole-3-carbaldehyde BrC1=C(N(N=C1)CCOC)C=O